ethyl (4E)-3,3-dimethyl-4-{3-[3-(trifluoromethyl)phenyl]prop-2-yn-1-ylidene}piperidine-1-carboxylate CC/1(CN(CC\C1=C/C#CC1=CC(=CC=C1)C(F)(F)F)C(=O)OCC)C